C(C=C)(=O)O.C(C=C)(=O)O.OCC(O)CO.OCC(O)CO.OCC(O)CO triglycerin diacrylate